C1CCC2=CC(=CC=C12)[C@H]1OCC2=CC(=CC=C2[C@H]1C1=CC=C(C=C1)N1CCC(CC1)C(OC)OC)O (3S,4R)-3-(2,3-dihydro-1H-inden-5-yl)-4-(4-(4-(dimethoxymethyl)piperidin-1-yl)phenyl)isochroman-7-ol